N1(C=NC=C1)CCCNC(=O)C(C(=O)OC(CCCCCCCC)CCCCCCCC)CCSCCC(=O)OCCCCCC(C)C heptadecane-9-yl 2-((3-(1H-imidazol-1-yl)propyl)carbamoyl)-4-((3-((6-methylheptyl)oxy)-3-oxopropyl)thio)butanoate